tert-butyl (S)-(1-(3-(4-bromopicolinamido)-5-(4-methyl-1H-imidazol-1-yl)benzyl)piperidin-3-yl)carbamate BrC1=CC(=NC=C1)C(=O)NC=1C=C(CN2C[C@H](CCC2)NC(OC(C)(C)C)=O)C=C(C1)N1C=NC(=C1)C